C(C)(C)(C)OC(C1=C(C=CC=C1)N[C@H](C)C=1C=C(C(=C2C(C(=C(OC12)CC)C)=O)S)C)=O.BrC1=NC(=CC(=C1)OC1CCC1)Br 2,6-dibromo-4-cyclobutoxypyridine tert-butyl-2-[[(1R)-1-(2-ethyl-sulfanyl-3,6-dimethyl-4-oxo-chromen-8-yl)ethyl]amino]benzoate